3,6-dinitro-9H-carbazole [N+](=O)([O-])C=1C=CC=2NC3=CC=C(C=C3C2C1)[N+](=O)[O-]